bis(pentamethylcyclopentadienyl)bis(methylcyclopentadienyl)Zirconium CC1=C(C(=C(C1(C)[Zr](C1(C=CC=C1)C)(C1(C=CC=C1)C)C1(C(=C(C(=C1C)C)C)C)C)C)C)C